CN1C(CCC1)C1=C(C=CC=C1)CC(C)N 1-[2-(1-methylpyrrolidin-2-yl)phenyl]propan-2-amine